(4-methoxybenzyl)-3-(3-methoxyphenyl)-1,2,4-triazin-6(1H)-one COC1=CC=C(CN2N=C(N=CC2=O)C2=CC(=CC=C2)OC)C=C1